C(CCCCCCCCCCCCCCCCCCCCCCCCCCCCC)(=O)OCCCCCCCCCCCCCCCCCCCCCCCCCCCCCC melissyl triacontanoate